ClC=1C=C(C=CC1)N1C(C2=CC=CC=C2CC1)C#CC1=CC=C(C=C1)OC 2-(3-chlorophenyl)-1-((4-methoxyphenyl)ethynyl)-1,2,3,4-tetrahydroisoquinoline